aminoallyl-thymine NC=CCCC=1C(NC(NC1)=O)=O